FC(F)C=1C(=NC=C(C1)C1=NC(=NC(=N1)N1C(COCC1)(C)C)N1CCOCC1)N difluoromethyl-5-[4-(3,3-dimethylmorpholin-4-yl)-6-morpholino-1,3,5-triazin-2-yl]pyridin-2-amine